CC=1OC(=C(N1)C)C1=CC(=C(C=C1)NC=1N=CC2=C(N1)C(=NC(=C2)C)NCC2(COCC2)C)OC N2-(4-(2,4-dimethyloxazol-5-yl)-2-methoxyphenyl)-6-methyl-N8-((3-methyltetrahydrofuran-3-yl)methyl)pyrido[3,4-d]pyrimidine-2,8-diamine